2-(4,6-bis-(2,4-dimethylphenyl)-1,3,5-triazin-2-yl)-5-(octyloxy)phenol CC1=C(C=CC(=C1)C)C1=NC(=NC(=N1)C1=C(C=C(C=C1)C)C)C1=C(C=C(C=C1)OCCCCCCCC)O